2-(diphenyl-phosphonomethyl)-4-phenylphenol C1(=CC=CC=C1)C(C1=C(C=CC(=C1)C1=CC=CC=C1)O)(P(=O)(O)O)C1=CC=CC=C1